BrC=1C=C(C(=NC1)CNC(OC(C)(C)C)=O)OCCO[Si](C)(C)C(C)(C)C tert-butyl [[5-bromo-3-[2-[tert-butyl(dimethyl)silyl]oxyethoxy]-2-pyridyl]methyl]carbamate